4-[4-cyano-2-({[(2'R,4S)-6-(5-methyl-1,3,4-oxadiazol-2-yl)-2,3-dihydrospiro[chromen-4,1'-cyclopropan]-2'-yl]carbonyl}amino)phenyl]butanoic acid C(#N)C1=CC(=C(C=C1)CCCC(=O)O)NC(=O)[C@H]1[C@]2(C1)CCOC1=CC=C(C=C12)C=1OC(=NN1)C